IC1=C(OCC(C)=O)C(=CC(=C1)[N+](=O)[O-])I 1-(2,6-diiodo-4-nitrophenoxy)propan-2-one